4-tert-butoxy-6-cyclopropyl-7-[6-fluoro-5-methyl-2-(triphenylmethyl)-2H-indazole-4-yl]-2-[(2S)-2-methoxypropoxy]quinazolin-8-ol C(C)(C)(C)OC1=NC(=NC2=C(C(=C(C=C12)C1CC1)C=1C2=CN(N=C2C=C(C1C)F)C(C1=CC=CC=C1)(C1=CC=CC=C1)C1=CC=CC=C1)O)OC[C@H](C)OC